S1C=NC=C1C#N 1,3-thiazole-5-carbonitrile